3-bromo-N-(2-chloro-4-nitro-phenyl)-6-hydroxy-5-isopropyl-2-methyl-benzamide BrC=1C(=C(C(=O)NC2=C(C=C(C=C2)[N+](=O)[O-])Cl)C(=C(C1)C(C)C)O)C